[Sn].C(C)C(C(=O)O)CCCC 2-Ethyl-hexanoic acid tin